COCCOCCN1C(NC(C(=C1)[N+](=O)[O-])=O)=O 1-(2-(2-methoxyethoxy)ethyl)-5-nitropyrimidine-2,4(1h,3h)-dione